C(CCC)OC(=O)N1CCC2(CNCCO2)CC1.BrC=1C(=NC(=NC1)C(C)(C)C)C1CCC(CC1)(F)F 5-bromo-2-tert-butyl-4-(4,4-difluorocyclohexyl)pyrimidine butyl-1-oxa-4,9-diazaspiro[5.5]undecane-9-carboxylate